γ-isocyanatopropyl-trimethoxysilane N(=C=O)CCC[Si](OC)(OC)OC